4-(5-acetyl-2-(4-fluoro-2,6-dimethylphenoxy)phenyl)-2-(1H-benzo[d]imidazol-2-yl)-6-methylthieno[2,3-c]pyridin-7(6H)-one C(C)(=O)C=1C=CC(=C(C1)C=1C2=C(C(N(C1)C)=O)SC(=C2)C2=NC1=C(N2)C=CC=C1)OC1=C(C=C(C=C1C)F)C